C(C)C=1C(=NC(=C(C1)F)N1N=C(C=C1)C(F)(F)F)OC1=CC(=CC=C1)OC(F)(F)F 3-ethyl-5-fluoro-2-[3-(trifluoromethoxy)phenoxy]-6-[3-(trifluoromethyl)-1H-pyrazol-1-yl]pyridine